methoxycarbonylphenyltin tris-suberate C(CCCCCCC(=O)[O-])(=O)[O-].C(CCCCCCC(=O)[O-])(=O)[O-].C(CCCCCCC(=O)[O-])(=O)[O-].COC(=O)[Sn+2]C1=CC=CC=C1.COC(=O)[Sn+2]C1=CC=CC=C1.COC(=O)[Sn+2]C1=CC=CC=C1